C1(=CC=CC=C1)C(=C)C=1N=CC(=NC1)N1CCC2(CC1)CC1=CC=CC=C1C2 (5-(1-phenylvinyl)pyrazin-2-yl)-1,3-dihydrospiro[indene-2,4'-piperidine]